2,6-difluoro-4-methoxyaniline FC1=C(N)C(=CC(=C1)OC)F